ClC=1C(=C(C=CC1OC=1C=C2C(=NC1)N(C=N2)C)NC=2C1=C(N=CN2)C=CC(=N1)N1CC(N(CC1)C(C=C)=O)(C)C)F 1-(4-(4-((3-chloro-2-fluoro-4-((3-methyl-3H-imidazo[4,5-b]pyridin-6-yl)oxy)phenyl)amino)pyrido[3,2-d]pyrimidin-6-yl)-2,2-dimethylpiperazin-1-yl)prop-2-en-1-one